indolebutyrate C1=CC=C2C(=C1)C(=CN2)CCCC(=O)O